CC(=CCC/C(=C/CC/C(=C/C[C@]12C3=C(C=C(C=C3)O)O[C@]1(C(=O)C4=C(C=C(C=C4O2)O)O)O)/C)/C)C The molecule is an organic heterotetracyclic compound that is 5a,10a-dihydro-11H-[1]benzofuro[3,2-b]chromen-11-one substituted by hydroxy groups at positions 1, 3, 8 and 10a and a triprenyl group at position 5a. It has been isolated from Morus nigra. It has a role as a plant metabolite. It is an extended flavonoid, a polyphenol and an organic heterotetracyclic compound.